FC(C1=NN(C=N1)C1CC2(CNC2)C1)(F)F 6-[3-(trifluoromethyl)-1,2,4-triazol-1-yl]-2-azaspiro[3.3]heptane